ClC=1C=C2C=3C=C(C=C(C3NC2=CC1)CCNC(=N)NC1=NC=CC=N1)NC1=CC=C(C=C1)Cl 1-(2-(6-Chloro-3-((4-chlorophenyl)amino)-9H-carbazol-1-yl)ethyl)-3-(pyrimidin-2-yl)guanidine